CC=1C=C(C=C)C=C(C1[Si](O[Si](C)(C)C)(O[Si](C)(C)C)O[Si](C)(C)C)C 3,5-dimethyl-4-[tris(trimethylsiloxy)silyl]styrene